(2-methyl)2-chloropyridin CC1(NC=CC=C1)Cl